C(CC=C)[SiH](C)C 3-butenyldimethylsilane